NC1=NC=C(C2=C1C=NN2)NC(=O)C(=O)N(CC2=NC=C(C=C2)C(F)(F)F)CC2=CC=CC=C2 N-(4-amino-1H-pyrazolo[4,3-c]pyridin-7-yl)-N'-benzyl-N'-[[5-(trifluoromethyl)-2-pyridyl]methyl]oxamide